tert-butyl-(3-chloro-2-(2-fluorobenzyl)-7-oxo-2,7-dihydro-6H-pyrazolo[3,4-d]pyridazin-6-yl)-3-azabicyclo[3.1.0]hexane-3-carboxylate C(C)(C)(C)C1C2(CC2CN1C(=O)[O-])N1N=CC=2C(C1=O)=NN(C2Cl)CC2=C(C=CC=C2)F